CC=1C2=C(N=CN1)N(C(=C2C2=CC[C@H](CC2)C(=O)N2CCCC2)C2=C(C=C(C=C2)NC(C=C)=O)C)C (S)-N-(4-(4,7-dimethyl-5-(4-(pyrrolidine-1-carbonyl)cyclohex-1-en-1-yl)-7H-pyrrolo[2,3-d]pyrimidin-6-yl)-3-methylphenyl)acrylamide